Methyl 5-nitro-4-((1-phenyl-1H-indol-6-yl)amino)-3-(trifluoromethyl)thiophene-2-carboxylate [N+](=O)([O-])C1=C(C(=C(S1)C(=O)OC)C(F)(F)F)NC1=CC=C2C=CN(C2=C1)C1=CC=CC=C1